5-ethyl-2-(5-((4-(2-hydroxyethyl)piperazin-1-yl)sulfonyl)-2-propoxyphenyl)-6-(hydroxymethyl)-7-propyl-3,5-dihydro-4H-pyrrolo[3,2-d]pyrimidin-4-one C(C)N1C(=C(C=2N=C(NC(C21)=O)C2=C(C=CC(=C2)S(=O)(=O)N2CCN(CC2)CCO)OCCC)CCC)CO